7-({[(1S)-1-cyclobutylethyl]amino}methyl)-3,3-dimethyl-N-{3-[(1r,3S)-3-methyl-1-(4-methyl-1,2,4-triazol-3-yl)cyclobutyl]phenyl}-1H,2H-pyrrolo[3,2-b]pyridine-5-carboxamide C1(CCC1)[C@H](C)NCC1=C2C(=NC(=C1)C(=O)NC1=CC(=CC=C1)C1(CC(C1)C)C1=NN=CN1C)C(CN2)(C)C